β-hydroxypropionic acid toluenesulfonyl ester C(C1=CC=CC=C1)S(=O)(=O)OC(CCO)=O